C1(CC1)N1CC=2N(CC1)N=C(N2)N[C@@H]2C[C@H](CC2)NC2=NC=CC=C2C2=CC=CC(N2)=O 6-[[[(1S,3S)-3-[(7-cyclopropyl-6,8-dihydro-5H-[1,2,4]triazolo[1,5-a]pyrazin-2-yl)amino]cyclopentyl]amino]-3-pyridyl]pyridin-2-one